Cl.FC(CC1CCNCC1)(F)F 4-(2,2,2-trifluoroethyl)piperidine hydrochloride